3-aminopropionic acid ethyl ester hydrochloride Cl.C(C)OC(CCN)=O